8-Oxa-2-aza-spiro[4.5]decane-2-carboxylic acid [4-methoxy-7-(3-oxo-cyclopent-1-enyl)-thiazolo[4,5-c]pyridin-2-yl]-amide COC1=NC=C(C2=C1N=C(S2)NC(=O)N2CC1(CC2)CCOCC1)C1=CC(CC1)=O